O[C@@H](CN1CCN(CC1)CCOC=1C=C2C(C3=C(C4=C(O3)C=CC=C4)C(C2=CC1)=O)(C)C)CO 8-{2-[4-((S)-2,3-Dihydroxy-propyl)-piperazin-1-yl]-ethoxy}-6,6-dimethyl-6H-benzo[b]naphtho[2,3-d]furan-11-one